tert-butyl rac-(2S)-4-[4-(2,6-dioxo-3-piperidyl)phenyl]-2-methyl-piperazine-1-carboxylate O=C1NC(CCC1C1=CC=C(C=C1)N1C[C@@H](N(CC1)C(=O)OC(C)(C)C)C)=O |r|